CS(=O)(=O)/C=C/C1CNC1 3-[(E)-2-methylsulfonylvinyl]azetidine